1-Cycloheptyl-pseudouridine C1(CCCCCC1)N1C=C([C@H]2[C@H](O)[C@H](O)[C@@H](CO)O2)C(NC1=O)=O